NC(C(=O)O)CC=1OC=CN1 2-amino-3-(oxazol-2-yl)propanoic acid